C(C)(C)(C)OC([C@H]1N(C(CC1)=O)C(=O)OC(C)(C)C)=O tert-butyl-N-Boc-pyroglutamate